C(OC(C)(C)C)(OC1=C(C(=NC=2N1C1=C(N2)C=CC=C1)C(C)CC)CC)=O tert-Butyl (2-(sec-butyl)-3-ethylbenzo[4,5]imidazo[1,2-a]pyrimidin-4-yl) carbonate